NC=1C(=C(C=NC1)C=1C(=C(C=CC1)NC(=O)C=1N(C2=C(CN(CC2)C2COC2)N1)C)Cl)C N-(3-(5-amino-4-methylpyridin-3-yl)-2-chlorophenyl)-1-methyl-5-(oxetan-3-yl)-4,5,6,7-tetrahydro-1H-imidazo[4,5-c]pyridine-2-carboxamide